(S)-N-(2-methoxy-1-phenylethyl)-3-(pyridin-4-yl)-1,7-dihydroimidazo[4,5-f]indazole-6-carboxamide COC[C@H](C1=CC=CC=C1)NC(=O)C=1NC2=C(C=C3C(=NNC3=C2)C2=CC=NC=C2)N1